ethyl (1R,6S)-2,2,6-trimethylcyclohexane-1-carboxylate CC1([C@@H]([C@H](CCC1)C)C(=O)OCC)C